N-(2-morpholinoethyl)glycinate O1CCN(CC1)CCNCC(=O)[O-]